OC=1C2=C(N=C(N1)C)C=NC(=C2)N2CC1(C2)CNC(C1)=O 2-(4-hydroxy-2-methylpyrido[3,4-d]pyrimidin-6-yl)-2,6-diazaspiro[3.4]octan-7-one